tert-butyl 3-oxo-6-azabicyclo[3.1.1]heptane-6-carboxylate O=C1CC2N(C(C1)C2)C(=O)OC(C)(C)C